FC1=CC=C(C=N1)N1N=C(C2=CC=CC(=C12)C)C1=C2C=C(N=CC2=CC=C1)N(C)C 5-(1-(6-fluoropyridin-3-yl)-7-methyl-1H-indazol-3-yl)-N,N-dimethylisoquinolin-3-amine